(S)-benzyl 7-(hydroxymethyl)-1,4-oxazepane-4-carboxylate OC[C@@H]1CCN(CCO1)C(=O)OCC1=CC=CC=C1